C(C)(C)(C)N1C=C(C=C1)C(=O)NCC1=NC(=NO1)C=1N=C2N(C=CC=C2N[C@H]2[C@H](CN(CC2)C)F)C1CC(F)(F)F 1-(tert-butyl)-N-((3-(8-(((3S,4R)-3-fluoro-1-methylpiperidin-4-yl)amino)-3-(2,2,2-trifluoroethyl)imidazo[1,2-a]pyridin-2-yl)-1,2,4-oxadiazol-5-yl)methyl)-1H-pyrrole-3-carboxamide